6-ethoxy-2-methyl-N-{6-[(3S)-3-methyl-4-(oxazolidin-4-yl)piperazin-1-yl]pyridazin-3-yl}-2H-indazole-5-carboxamide C(C)OC=1C(=CC2=CN(N=C2C1)C)C(=O)NC=1N=NC(=CC1)N1C[C@@H](N(CC1)C1NCOC1)C